CC=1C(=C(C(=C(C1)C1=C(C(=CC=2C3=CC=CC=C3CC12)C)C)C1=CC=CC=2SC3=C(C21)C=CC=C3)C3=NN=NC(=C3C3=CC=CC=C3)C3=CC=CC=C3)C dimethyl-(diphenyltriazinyl)(dibenzothiophenyl)(dimethylfluorenyl)benzene